3-bromo-1-isopropyl-1H-pyrazolo[4,3-c]pyridin-4-amine BrC1=NN(C2=C1C(=NC=C2)N)C(C)C